ClC1=CC=C(C[C@H]2C(N(C(C2)=O)C2=CC(=NN2)C2=CC=NC=C2)=O)C=C1 |r| (rac)-3-(4-chlorobenzyl)-1-(3-(pyridin-4-yl)-1H-pyrazol-5-yl)pyrrolidine-2,5-dione